5-((2R,4S)-2-(2-(((S)-1-aminopropan-2-yl)oxy)-5-fluorophenyl)-4-fluoropyrrolidin-1-yl)pyrazolo[1,5-a]pyrimidine-3-carboxylic acid NC[C@H](C)OC1=C(C=C(C=C1)F)[C@@H]1N(C[C@H](C1)F)C1=NC=2N(C=C1)N=CC2C(=O)O